FC1=C(C=C(C#N)C=C1)C(C)O 4-Fluoro-3-(1-hydroxyethyl)benzonitrile